2-hydroxylpropylene OC(=C)C